NCCC1=CC=C(C=C1)C1=C(C=C(C#N)C=C1)CN1C=NC(=C1)COCC(C)C 4-[4-(2-aminoethyl)phenyl]-3-[[4-(2-methylpropoxymethyl)imidazol-1-yl]methyl]benzonitrile